N-(4-((6-(2-chloro-3,5-dimethoxy-phenyl)-2-((2-morpholinoethyl)amino)-[1,2,4]triazolo[4',3':1,6]pyrido[2,3-d]pyrimidin-9-yl)ethyl)phenyl)acrylamide ClC1=C(C=C(C=C1OC)OC)C1=CC2=C(N=C(N=C2)NCCN2CCOCC2)N2C1=NN=C2CCC2=CC=C(C=C2)NC(C=C)=O